(3R,4S)-3-cyclohexyl-4-(4-(4-(dimethoxymethyl)piperidin-1-yl)phenyl)-3-methylisochroman-7-ol C1(CCCCC1)[C@]1(OCC2=CC(=CC=C2[C@@H]1C1=CC=C(C=C1)N1CCC(CC1)C(OC)OC)O)C